[Si](C1=CC=CC=C1)(C1=CC=CC=C1)(C(C)(C)C)O[C@@H]1[C@H](N(CC1)C(=O)OC(C)(C)C)C(N)=S tert-butyl (2S,3S)-3-((tert-butyldiphenylsilyl)oxy)-2-carbamothioylpyrrolidine-1-carboxylate